CN[C@@H](CCCNC(N)=N)C(=O)O (S)-N-methylarginine